6-(benzyl-(methyl)amino)-3-propylpyrimidine-2,4(1H,3H)-dione C(C1=CC=CC=C1)N(C1=CC(N(C(N1)=O)CCC)=O)C